N-tert-butyl-pyrrolidin-3-amine C(C)(C)(C)NC1CNCC1